F[C@@H]1[C@H](C1)C1=NC(=NO1)C=1C=CC(=C(C1)NC(=O)C1=CN=C2N1C=CC(=C2)COC[C@H](C)O)C |o1:30| N-[5-[5-[(1R,2S)-2-fluorocyclopropyl]-1,2,4-oxadiazol-3-yl]-2-methyl-phenyl]-7-[[(2S*)-2-hydroxypropoxy]methyl]imidazo[1,2-a]pyridine-3-carboxamide